(6-hydroxy-10-phenoxy-[1,2,4]triazolo[5,1-a]isoquinoline-5-carbonyl)glycine OC1=C(N2C(C3=C(C=CC=C13)OC1=CC=CC=C1)=NC=N2)C(=O)NCC(=O)O